Butyl-4-[[2-(4-fluoro-1H-indazol-6-yl)acetyl]amino]pyridine-2-carboxamide C(CCC)C=1C(=NC=CC1NC(CC1=CC(=C2C=NNC2=C1)F)=O)C(=O)N